tert-Butyl 4,5-dihydropyrrolo[3,4-c]pyrrole-2(1H,3H,4H)-carboxylate CC(C)(C)OC(=O)N1CC2=C(C1)CNC2